C[C@@]12CC[C@@H](C1(C)C)C[C@@H]2N (R)-(+)-bornylamine